F[C@@H]1[C@H](N(CC1)C(=O)OC(C)(C)C)C(C)O tert-butyl (2R,3S)-3-fluoro-2-(1-hydroxyethyl)pyrrolidine-1-carboxylate